5-amino-1,3-diphenylpyrazole NC1=CC(=NN1C1=CC=CC=C1)C1=CC=CC=C1